3-ethyl-4-((5-(4-((trifluoromethyl)amino)phenyl)-1H-pyrazol-3-yl)amino)phenol C(C)C=1C=C(C=CC1NC1=NNC(=C1)C1=CC=C(C=C1)NC(F)(F)F)O